C(=O)O.C1(CCCCC1)C1=CC=C(C=C1)NC=1C2=C(N=C(N1)C=1CCOCC1)CN(C2)CC(=O)N(C)C 2-(4-((4-cyclohexylphenyl)amino)-2-(3,6-dihydro-2H-pyran-4-yl)-5,7-dihydro-6H-pyrrolo[3,4-d]pyrimidin-6-yl)-N,N-dimethylacetamide formate